C(C)OC=1C=CC=2N(C1)N=CC2C=2C=C1C(=CN=CC1=CC2)OC2CNCC2 6-(6-ethoxypyrazolo[1,5-a]pyridin-3-yl)-4-(pyrrolidin-3-yloxy)isoquinoline